magnesium-iron silicate [Si]([O-])([O-])([O-])[O-].[Fe+2].[Mg+2]